BrC1=CC=C2C=CNC(C2=C1)=O 7-Bromoisoquinolin-1(2H)-one